trans-4-((4-(1-Isopropyl-1H-pyrazol-4-yl)pyridin-2-yl)((trans-4-(4-methoxy-3-methylphenyl)cyclohexyl)methyl) carbamoyl)cyclohexyl methylcarbamate CNC(O[C@@H]1CC[C@H](CC1)C(N(C[C@@H]1CC[C@H](CC1)C1=CC(=C(C=C1)OC)C)C1=NC=CC(=C1)C=1C=NN(C1)C(C)C)=O)=O